(Z)-(3,5-Dimethylphenyl) (5-oxo-7a-phenyl-3a,4,5,7a-tetrahydrobenzofuran-3(2H)-ylethylene) methyl acetate C(C)(=O)OC.CC=1C=C(C=C(C1)C)C(=C)C1COC2(C1CC(C=C2)=O)C2=CC=CC=C2